Ethyl 2-[5-[6-methoxy-5-[(5-methyl-3-phenyl-isoxazole-4-carbonyl)amino]-2-pyridyl]-2-methyl-imidazol-1-yl]acetate COC1=C(C=CC(=N1)C1=CN=C(N1CC(=O)OCC)C)NC(=O)C=1C(=NOC1C)C1=CC=CC=C1